1-(4-(5-tert-butyl-benzooxazol-2-yl)phenyl)-3-(4-dodecyl-styryl)-5-(4-dodecyl-phenyl)-pyrazoline C(C)(C)(C)C=1C=CC2=C(N=C(O2)C2=CC=C(C=C2)N2NC(=CC2C2=CC=C(C=C2)CCCCCCCCCCCC)C=CC2=CC=C(C=C2)CCCCCCCCCCCC)C1